BrC=1C=C(C=CC1)NC(C1=C(C=C(C(=C1)[N+](=O)[O-])C)F)=O N-(3-bromophenyl)-2-fluoro-4-methyl-5-nitrobenzamide